C(=C)OC(CCCCCCC)=O Vinyloctanoat